CN(CCN(C=O)C1(CCCCC1)NC(CCCC1=CC=C(C=C1)CC1=C(C=CC(=C1)[C@]12[C@@H]([C@H]([C@@H]([C@](CO1)(O2)C)OCC2=CC=CC=C2)OCC2=CC=CC=C2)OCC2=CC=CC=C2)C)=O)C N-(2-dimethylaminoethyl)-1-[4-[4-[[2-methyl-5-[(1S,2S,3S,4R,5S)-2,3,4-tribenzyloxy-1-methyl-6,8-dioxabicyclo[3.2.1]octan-5-yl]phenyl]methyl]phenyl]butanamido]cyclohexylformamide